FC=1C=C2C(NC=3CCCC(C3C2=CC1F)N(C(=O)C=1NC2=CC=CC=C2C1)C)=O N-(8,9-difluoro-6-oxo-1,2,3,4,5,6-hexahydrophenanthridin-1-yl)-N-methyl-1H-indole-2-carboxamide